C=1(C(=CC=CC1)C(=O)[NH-])C 2-toluoylamide